5-[5-[(1R)-1-(3,5-dichloro-4-pyridinyl)ethoxy]-1-tetrahydropyran-2-yl-indazol-3-yl]-2-fluoro-pyridine-3-carbonitrile ClC=1C=NC=C(C1[C@@H](C)OC=1C=C2C(=NN(C2=CC1)C1OCCCC1)C=1C=C(C(=NC1)F)C#N)Cl